C1=NC=CC2=CC(=CC=C12)C1=CC=C(C=C1)N(C(=O)C1CCN(CC1)C(CC)=O)C 1-propionylpiperidine-4-carboxylic acid (4-isoquinolin-6-yl-phenyl)-methylamide